BrC1=CC=C(C2=C1OCCO2)C[C@@H](C(=O)OC)N=C(C2=CC=CC=C2)C2=CC=CC=C2 methyl (S)-3-(8-bromo-2,3-dihydrobenzo[b][1,4]dioxin-5-yl)-2-((diphenylmethylene)amino)propanoate